(+/-)-N-[3-[4-(2-amino-6-methyl-pyrimidin-4-yl)-1,4-oxazepan-3-yl]-4-chlorophenyl]oxetane-2-carboxamide NC1=NC(=CC(=N1)N1C(COCCC1)C=1C=C(C=CC1Cl)NC(=O)C1OCC1)C